COC(C(C1=CC(=CC=C1)F)N1C=NC2=CC(=CC=C2C1=O)Br)=O 2-(7-bromo-4-oxoquinazolin-3(4H)-yl)-2-(3-fluorophenyl)acetic acid methyl ester